1-(6-(5-(1-hydroxy-2-methylpropan-2-yl)-1H-pyrazole-3-carbonyl)-2,6-diazaspiro[3.3]heptan-2-yl)-2,2-dimethylpropan-1-one OCC(C)(C)C1=CC(=NN1)C(=O)N1CC2(CN(C2)C(C(C)(C)C)=O)C1